FC(C=1C=2N(C=CC1)N=CC2C=O)(F)F 4-(trifluoromethyl)pyrazolo[1,5-a]pyridine-3-carbaldehyde